CSC(C(=O)N1C(CCCC1)C=1NC(=CN1)C1=CC=C(C(=O)O)C=C1)C 4-(2-(1-(2-(methylthio)propanoyl)piperidin-2-yl)-1H-imidazol-5-yl)benzoic acid